(R)-2-((5-(2-(6-((2-acetamidoethyl)(methyl)amino)-2-methylhexan-3-yl)-2,6-diazaspiro[3.4]octan-6-yl)-1,2,4-triazin-6-yl)oxy)-N-ethyl-5-fluoro-N-isopropylbenzamide fumarate C(\C=C\C(=O)O)(=O)O.C(C)(=O)NCCN(CCC[C@H](C(C)C)N1CC2(C1)CN(CC2)C=2N=CN=NC2OC2=C(C(=O)N(C(C)C)CC)C=C(C=C2)F)C